The molecule is a pyrrolizine alkaloid that is produced by several Jacobaea species and displays toxicity towards insect herbivores. It has a role as a Jacobaea metabolite and an insecticide. It is a macrocyclic lactone, a pyrrolizine alkaloid, an olefinic compound, an organic heteropentacyclic compound, a tertiary amino compound, an epoxide and a primary alcohol. It derives from a senecionan. C/C=C\\1/C[C@@]2([C@@](O2)(C(=O)OCC3=CCN4[C@H]3[C@@H](CC4)OC1=O)C)CO